ClC=1C(=C(C=2N(N1)C(C=C(N2)CC)=O)C)C 7-chloro-2-ethyl-8,9-dimethyl-4H-pyrimido[1,2-b]Pyridazin-4-one